(E)-8-(4-(3-(6,7-dimethoxy-3,4-dihydroisoquinolin-2(1H)-yl)-3-oxoprop-1-en-1-yl)phenoxy)-N-hydroxyoctanamide COC=1C=C2CCN(CC2=CC1OC)C(/C=C/C1=CC=C(OCCCCCCCC(=O)NO)C=C1)=O